C(C1=CC=CC=C1)=NCC=1C(=CC=CC1)CN=CC1=CC=CC=C1 N,N'-dibenzylidenexylylenediamine